C(C)(C)(C)OC(NC(CCC)C1=NC2=CC=CC=C2N(C1=O)CC1=CC=CC=C1)=O (1-(4-benzyl-3-oxo-3,4-dihydroquinoxalin-2-yl)butyl)carbamic acid tert-butyl ester